COC=1C=C(CN(C=2SC=C(N2)COCCOCC2=CC(=CC=C2)OC)CC2=CC(=CC=C2)OC)C=CC1 N,N-bis(3-methoxybenzyl)-4-((2-((3-methoxybenzyl)oxy)ethoxy)methyl)thiazol-2-amine